(R)-N-(3,3-difluoro-1-methylpiperidin-4-yl)-5-(1-(3,3-difluorocyclobutyl)-1H-benzo[d][1,2,3]triazol-6-yl)-6-fluoro-4-methoxypyrrolo[2,1-f][1,2,4]triazin-2-amine FC1(CN(CC[C@H]1NC1=NN2C(C(=N1)OC)=C(C(=C2)F)C=2C=CC1=C(N(N=N1)C1CC(C1)(F)F)C2)C)F